S(=O)(=O)=C1CC=CC=2C3=CC=CC=C3C=CC12 sulfonyl-phenanthrene